4-[3-methyl-5-(1-methylindazol-5-yl)-2-(2-prop-2-enoyl-2-azaspiro[3.3]heptan-6-yl)imidazol-4-yl]-1H-indazole-6-carbonitrile CN1C(=NC(=C1C1=C2C=NNC2=CC(=C1)C#N)C=1C=C2C=NN(C2=CC1)C)C1CC2(CN(C2)C(C=C)=O)C1